N=1C=NN2C1C=C(C=C2)OC2=CC(=C(C=C2F)NC2=NC=NC1=CC=C3C(=C21)OC[C@@H]2NCCN3C2)F (3R)-N-(4-([1,2,4]triazolo[1,5-a]pyridin-7-yloxy)-2,5-difluorophenyl)-3,4,5,6-tetrahydro-2H-3,7-methano[1,4,7]oxadiazonino[2,3-f]quinazolin-13-amine